BrC1=CC=CC(=N1)NC(CN(C(OC(C)(C)C)=O)C(C)C)=O tert-butyl (2-((6-bromopyridin-2-yl)amino)-2-oxoethyl)(isopropyl)carbamate